1-[(3S)-3-methyl-4-[8-({3-methyl-4-[(1-methyl-1,3-benzodiazol-5-yl)methyl]phenyl}amino)-[1,3]diazino[5,4-d]pyrimidin-2-yl]piperazin-1-yl]prop-2-en-1-one C[C@H]1CN(CCN1C=1N=CC2=C(N1)C(=NC=N2)NC2=CC(=C(C=C2)CC2=CC1=C(N(C=N1)C)C=C2)C)C(C=C)=O